tert-butyl (S)-(4-methyl-1-(1H-1,2,4-triazol-5-yl)pentan-2-yl)carbamate CC(C[C@@H](CC1=NC=NN1)NC(OC(C)(C)C)=O)C